silicon ammonium phosphate salt P(=O)([O-])([O-])[O-].[NH4+].[Si+2]